N-cyclohexyl-N-ethyl-3-[2-(trans-4-ethylcyclohexyl)-6-(hydroxymethyl)-1H-benzimidazol-1-yl]propanamide C1(CCCCC1)N(C(CCN1C(=NC2=C1C=C(C=C2)CO)[C@@H]2CC[C@H](CC2)CC)=O)CC